C(C)OC[C@@H](CC(C)C)NC=1NC(/C(/N1)=C/C=1C=C2N=CC=NC2=CC1)=O (4Z)-2-[[(1R)-1-(Ethoxymethyl)-3-methyl-butyl]amino]-4-(quinoxalin-6-ylmethylene)-1H-imidazol-5-one